C(=O)(OC(C)(C)C)NC(=NC(=O)OC(C)(C)C)N1N=CC=C1 N,N'-Di-Boc-1H-pyrazol-1-carbamidin